NC1=NC=2C=C(C=CC2C2=C1N=C(N2)CN2C(CCC2)=O)C=2C=NC=C(C2)Cl 1-[[4-amino-7-(5-chloropyridin-3-yl)-1H-imidazo[4,5-c]quinolin-2-yl]methyl]pyrrolidin-2-one